BrC1=CN=C(N1)C=O 5-Bromo-1H-imidazole-2-carbaldehyde